CN(C(=O)N1N=CN=C1)CC1CNC=2N(C1)N=C(C2C(=O)N)C2=CC=C(C=C2)OC2=CC=CC=C2 6-((N-methyl-1H-1,2,4-triazole-1-carboxamido)methyl)-2-(4-phenoxyphenyl)-4,5,6,7-tetrahydropyrazolo[1,5-a]pyrimidine-3-carboxamide